Ethyl 2-(4-((2,5-dioxo-3-(4-(trifluoromethyl) phenyl) imidazolin-1-yl) methyl)-2-fluorophenoxy)-2-methylpropionate O=C1N(C(CN1C1=CC=C(C=C1)C(F)(F)F)=O)CC1=CC(=C(OC(C(=O)OCC)(C)C)C=C1)F